C(C)OC(=O)C=1C=NN(C1N)C1=C(C=CC=C1)F 1-(2-fluorophenyl)-5-amino-1H-pyrazole-4-carboxylic acid ethyl ester